(4-methoxyphenyl)-[1,1'-biphenyl]-4,4'-diamine COC1=CC=C(C=C1)C1=C(C=CC(=C1)N)C1=CC=C(C=C1)N